1-(3-hydroxypropyl)-3-methylimidazolium tetrafluoroborate F[B-](F)(F)F.OCCCN1C=[N+](C=C1)C